O1CCN(CC1)[C@@H]1CC[C@H](CC1)NC=1C2=C(N=CN1)NC=C2C2=CC1=C(C(NCCO1)=O)C=C2 8-(4-((trans-4-morpholinocyclohexyl)amino)-7H-pyrrolo[2,3-d]pyrimidin-5-yl)-3,4-dihydrobenzo[f][1,4]oxazepin-5(2H)-one